1,1,1,3,3,3-Hexafluoropropan FC(CC(F)(F)F)(F)F